COC(NC1=NC=CC(=C1)C1=NC=C(C(=C1)C(F)(F)F)OC[C@](CC(=C)C)(C)N)=O methyl-(R)-(5-((2-amino-2,4-dimethylpent-4-en-1-yl)oxy)-4-(trifluoromethyl)-[2,4'-bipyridin]-2'-yl)carbamate